6-Methoxy-7-hydroxy-coumarin COC=1C=C2C=CC(OC2=CC1O)=O